(R)-2-((6-amino-3,5-dicyano-4-ethylpyridin-2-yl)thio)-2-phenylacetamide NC1=C(C(=C(C(=N1)S[C@@H](C(=O)N)C1=CC=CC=C1)C#N)CC)C#N